4-Bromo-3-methyl-1-(tetrahydro-2H-pyran-4-yl)-1H-pyrazole BrC=1C(=NN(C1)C1CCOCC1)C